CNC(=O)C1=CC=C(C=N1)C=1CCN(CC1)C(=O)OC(C)(C)C tert-butyl 6-(methylcarbamoyl)-3',6'-dihydro-2'H-[3,4'-bipyridine]-1'-carboxylate